butanoic acid hydrochloride Salt Cl.C(CCC)(=O)O